2-fluoro-N-((2-fluorobenzyl)(methyl)(oxo)-lambda6-sulfanylidene)-4-(5-(trifluoromethyl)-1,2,4-oxadiazol-3-yl)benzamide FC1=C(C(=O)N=S(=O)(C)CC2=C(C=CC=C2)F)C=CC(=C1)C1=NOC(=N1)C(F)(F)F